N1C[C@H]([C@H](CC1)O)O |r| rac-cis-piperidine-3,4-diol